methyl 2-(2-chloro-3-fluorophenyl)-5-[1-(benzenesulfonyl)-1H-pyrrolo[2,3-b]pyridin-4-yl]-1-{[2-(trimethylsilyl) ethoxy] methyl}-1H-pyrrole-3-carboxylate ClC1=C(C=CC=C1F)C=1N(C(=CC1C(=O)OC)C1=C2C(=NC=C1)N(C=C2)S(=O)(=O)C2=CC=CC=C2)COCC[Si](C)(C)C